C(CCCCCCCCC(=O)Cl)(=O)Cl Decanedioyl chloride